C(C(C)C)N1N=C(C(=C1C(C)(C)C)O)CCC 1-isobutyl-5-tert-butyl-4-hydroxy-3-n-propyl-pyrazole